tert-butyl 4-(2-((1R,5S,6S)-3-(7,7-difluoro-2-((S)-2-methylazetidin-1-yl)-6,7-dihydro-5H-cyclopenta[d]pyrimidin-4-yl)-3-azabicyclo[3.1.1]heptan-6-yl)acetyl)piperazin-1-carboxylate FC1(CCC2=C1N=C(N=C2N2C[C@H]1C([C@@H](C2)C1)CC(=O)N1CCN(CC1)C(=O)OC(C)(C)C)N1[C@H](CC1)C)F